C12C(CC(C=C1)C2)C2=CC=C(C=C2)C (4-(bicyclo[2.2.1]hept-5-en-2-yl)phenyl)methane